N1N=NN=C1C1=CC=C(C=C1)CC(=O)O [p-(1H-tetraazol-5-yl)phenyl]acetic acid